N[C@@H]1C[C@H](CC1)NC1=C2C(=NC=3N1N=CC3Br)C3(CCCC3)C(C2)CC(=O)N 2-(8-(((1S,3S)-3-aminocyclopentyl)amino)-3-bromo-6,7-dihydrospiro[cyclopenta[d]pyrazolo[1,5-a]pyrimidine-5,1'-cyclopentane]-6-yl)acetamide